N-(2-bromo-5-(tert-butyl)-4-chlorophenyl)acetamide BrC1=C(C=C(C(=C1)Cl)C(C)(C)C)NC(C)=O